(2-(6,6-dimethyl-4,5,6,7-tetrahydro-1H-indazol-3-yl)-1H-indol-6-yl)(2,6-diazaspiro[3.4]octane-2-yl)methanone CC1(CCC=2C(=NNC2C1)C=1NC2=CC(=CC=C2C1)C(=O)N1CC2(C1)CNCC2)C